N-((1H-benzo[d]imidazol-6-yl)methyl)-4-(2-(2-(benzyloxy)ethoxy)ethoxy)-N-(3-methoxybenzyl)aniline N1C=NC2=C1C=C(C=C2)CN(C2=CC=C(C=C2)OCCOCCOCC2=CC=CC=C2)CC2=CC(=CC=C2)OC